C(C)(C)(C)OC(=O)N1CCC(CC1)N(C)C1=NC(=CC=C1)Br tert-butyl-4-[(6-bromopyridin-2-yl)(methyl)amino]piperidine-1-carboxylate